C(C)(C)(C)OC(N[C@@H]1CN(CC1)C1=C(C=CC=2N(C(=NC21)C(C)(C)C)C)N)=O N-[(3S)-1-(5-amino-2-tert-butyl-1-methyl-1,3-benzodiazol-4-yl)pyrrolidin-3-yl]carbamic acid tert-butyl ester